ClC=1C=C(C=CC1)N1[C@@H](CN(CC1)C(=O)C1=CC(=C(C=C1)S(=O)CC(=O)OC)[N+](=O)[O-])C Methyl 2-((4-((R)-4-(3-chlorophenyl)-3-methylpiperazine-1-carbonyl)-2-nitrophenyl)sulfinyl)acetate